3-((S)-2,2-di((Z)-octadec-9-en-1-yl)-1,3-dioxolan-4-yl)-N,N-dimethylpropane-1-amine C(CCCCCCC\C=C/CCCCCCCC)C1(OC[C@@H](O1)CCCN(C)C)CCCCCCCC\C=C/CCCCCCCC